2-methyl-6-[1-(2,2,3,3,3-pentafluoropropyl)-1H-pyrazol-3-yl]-7-(trifluoromethyl)-5H-[1,3,4]thiadiazolo[3,2-a]pyrimidin-5-one CC1=NN2C(=NC(=C(C2=O)C2=NN(C=C2)CC(C(F)(F)F)(F)F)C(F)(F)F)S1